4-benzyl-7-(3-methylbenzyl)-6,7,8,9-tetrahydropyrazolo[1,5-a]pyrido[3,4-e]pyrimidine-5(4H)-one C(C1=CC=CC=C1)N1C=2N(C3=C(C1=O)CN(CC3)CC3=CC(=CC=C3)C)N=CC2